N-(2-(2-methyl-1H-imidazol-1-yl)ethyl)pyrazine-2-carboxamide tert-butyl-(2S,4R)-4-(2,3-dichloro-6-methoxyphenyl)-6-oxopiperidine-2-carboxylate C(C)(C)(C)OC(=O)[C@H]1NC(C[C@@H](C1)C1=C(C(=CC=C1OC)Cl)Cl)=O.CC=1N(C=CN1)CCNC(=O)C1=NC=CN=C1